1-(2-bromoethyl)-4-nitro-1H-pyrazole-5-formamide BrCCN1N=CC(=C1C(=O)N)[N+](=O)[O-]